N1(CC=CC=2CCCNC12)CCC(=O)O 3-(5,6,7,8-tetrahydronaphthyridin-1-yl)propionic acid